BrC1=C(C(=CC=C1)F)CN(C(OC(C)(C)C)=O)C tert-butyl N-[(2-bromo-6-fluoro-phenyl) methyl]-N-methyl-carbamate